FC(C=1C=C(CCl)C=CC1)F 3-(difluoromethyl)benzyl chloride